tert-butyl (2S,4R)-2-((1H-1,2,3-triazol-1-yl)methyl)-4-(5-(2-bromo-5-(trifluoromethoxy)phenyl)-1,3,4-oxadiazole-2-carboxamido)pyrrolidine-1-carboxylate N1(N=NC=C1)C[C@H]1N(C[C@@H](C1)NC(=O)C=1OC(=NN1)C1=C(C=CC(=C1)OC(F)(F)F)Br)C(=O)OC(C)(C)C